(R)-2-(6-(5-Chloro-2-((2-methylpyrimidin-4-yl)amino)pyrimidin-4-yl)-1-oxoisoindolin-2-yl)-N-((S)-1-(6-(dimethylamino)pyridin-2-yl)-2-hydroxyethyl)propanamid ClC=1C(=NC(=NC1)NC1=NC(=NC=C1)C)C1=CC=C2CN(C(C2=C1)=O)[C@@H](C(=O)N[C@H](CO)C1=NC(=CC=C1)N(C)C)C